caproic acid calcium salt [Ca+2].C(CCCCC)(=O)[O-].C(CCCCC)(=O)[O-]